Methyl 6-(7,8-dimethyl-[1,2,4]triazolo[4,3-b]pyridazin-6-yl)-7,8-dihydro-5H-1,6-naphthyridine-3-carboxylate CC1=C(C=2N(N=C1N1CC=3C=C(C=NC3CC1)C(=O)OC)C=NN2)C